3-Cyclopropyl-N-(2-(methylthio)pyridin-4-yl)-4-(trifluoromethyl)-1-((1-(trifluoromethyl)cyclopentyl)methyl)-1H-pyrazole-5-carboxamide C1(CC1)C1=NN(C(=C1C(F)(F)F)C(=O)NC1=CC(=NC=C1)SC)CC1(CCCC1)C(F)(F)F